sodium mercaptoacetamide SCC(=O)N.[Na]